n-pentyloxyaluminum C(CCCC)O[Al]